CC1=CC=C(C=C1)S(=O)(=O)OCCOCCOCCOC1=CC=C(C=C1)C=1C(=NC(=CC1)OCC1=CC=CC=C1)OCC1=CC=CC=C1 2-(2-(2-(4-(2,6-bis(benzyloxy)pyridin-3-yl)phenoxy)ethoxy)ethoxy)ethyl 4-methylbenzenesulfonate